6-(4-formylbenzyl)indoline-1-carboxylic acid tert-butyl ester C(C)(C)(C)OC(=O)N1CCC2=CC=C(C=C12)CC1=CC=C(C=C1)C=O